BrC1=CC=2C3=C(C=NC2C=C1F)N(C(C31CC(C1)N1CCOCC1)=O)C 8'-Bromo-7'-fluoro-3'-methyl-3-morpholinospiro[cyclobutane-1,1'-pyrrolo[2,3-c]quinolin]-2'(3'H)-one